C(C)OC1=C(C=CC(=N1)[C@@H](CS(=O)(=O)C)N1CC2=CC=CC(=C2C1=O)NC(C)=O)OC (S)-N-(2-(1-(6-ethoxy-5-methoxypyridin-2-yl)-2-(methylsulfonyl)ethyl)-3-oxoisoindol-4-yl)acetamide